C(C)(C)(C)OC(NC=1C(=C(C=C2C=C(N=CC12)NC(=O)C1C(C1C=1C=NN(C1)CCN1CCOCC1)C)C=1C=NC=CC1C)F)=O 7-fluoro-3-(2-methyl-3-(1-(2-morpholinoethyl)-1H-pyrazol-4-yl)cyclopropanecarboxamido)-6-(4-methylpyridin-3-yl)isoquinolin-8-ylcarbamic acid tert-butyl ester